[N+](=O)([O-])C=1C=C(OCCOCCNC(OC(C)(C)C)=O)C=CC1 tert-Butyl (2-(2-(3-nitrophenoxy)ethoxy)ethyl)carbamate